[Si](C)(C)(C(C)(C)C)OC1CC(C1)[C@@H](N[S@@](=O)C(C)(C)C)C1=C(C=C(C(=C1)F)C(F)(F)F)F (S)-N-((R)-((1s,3S)-3-((tert-butyldimethylsilyl)oxy)cyclobutyl)(2,5-difluoro-4-(trifluoromethyl)phenyl)methyl)-2-methylpropane-2-sulfinamide